2-Hydroxy-3-trifluoromethyl-5-nitropyridine OC1=NC=C(C=C1C(F)(F)F)[N+](=O)[O-]